2-(1-Phenylpiperidin-4-yl)propionic acid ethyl ester C(C)OC(C(C)C1CCN(CC1)C1=CC=CC=C1)=O